C(C1=CC=CC=C1)OC1=C2C=C(N(C2=CC=C1)C1=CC=C(C=C1)F)C1CCC(CC1)(O)C 4-[4-benzyloxy-1-(4-fluorophenyl)indol-2-yl]-1-methyl-cyclohexanol